OC1=C(C(=CC(=C1S(=O)(=O)NC)CCCCC)O)C1C(CCC(=C1)C)C(=C)C 2,6-dihydroxy-N,5'-dimethyl-4-pentyl-2'-(prop-1-en-2-yl)-1',2',3',4'-tetrahydro-[1,1'-biphenyl]-3-sulfonamide